C(=C)CO[SiH](OCCCCCCCC)OCCCCCCCC Vinylmethoxydioctyloxy-silan